BrC1=C2C=NN(C2=CC(=C1C1CC1)Cl)C1OCCCC1 4-bromo-6-chloro-5-cyclopropyl-1-(tetrahydro-2H-pyran-2-yl)-1H-indazole